FC1(C[C@@]2(C3=CC=C(C=C13)C=1C=NC=CC1)NC(N(C2=O)CC(=O)N(C2(COC2)C(F)(F)F)CC2=CC=C(C=C2)F)=O)F 2-[(1'S)-3',3'-difluoro-2,5-dioxo-5'-(pyridin-3-yl)-2',3'-dihydrospiro[imidazolidine-4,1'-inden]-1-yl]-N-[(4-fluorophenyl)methyl]-N-[3-(trifluoromethyl)oxetan-3-yl]acetamide